FC=1C=C(C2=C(C=C(O2)[C@H](C)NC(=O)C=2C=NN3C2N=CC=C3)C1)C(=O)OC Methyl (S)-5-fluoro-2-(1-(pyrazolo[1,5-a]pyrimidine-3-carboxamido)ethyl)benzofuran-7-carboxylate